3-[3-[3-fluoro-3-methyl-1-(4-methyl-1,2,4-triazol-3-yl)cyclobutyl]phenyl]-6-[(2-methoxyethylamino)methyl]-8-methyl-chromen-4-one FC1(CC(C1)(C1=NN=CN1C)C=1C=C(C=CC1)C1=COC2=C(C=C(C=C2C1=O)CNCCOC)C)C